C(C1=CC=CC=C1)OC(=O)OC1=C(C(=O)OCC2=CC=CC=C2)C=C(C=C1)NNSCNC=1C(=C2C(=NC1)NC=C2)NC2CCC(CC2)CC#N benzyl 2-((benzyloxycarbonyl)oxy)-5-(2-((4-(((1R,4R)-4-(cyanomethyl)cyclohexyl)amino)-1H-pyrrolo[2,3-b]pyridin-5-yl)aminomethylthio)hydrazinyl)benzoate